(S)-3-(8-(2,4-dichlorophenyl)-9-(4-((1-(3-fluoropropyl)pyrrolidin-3-yl)oxy)phenyl)-6,7-dihydro-5H-benzo[7]annulen-3-yl)isoxazol-5(4H)-one ClC1=C(C=CC(=C1)Cl)C=1CCCC2=C(C1C1=CC=C(C=C1)O[C@@H]1CN(CC1)CCCF)C=CC(=C2)C2=NOC(C2)=O